FC(C(C(F)(F)F)(O)C1=CC=C(C=C1)NC(=O)C1NCC2=CC(=CC=C12)S(=O)(=O)C)(F)F 1-{[4-(1,1,1,3,3,3-Hexafluoro-2-hydroxypropan-2-yl)phenyl]carbamoyl}-5-(methylsulfonyl)-1,3-dihydro-2H-isoindol